(R)-N-(2-fluoro-3-hydroxy-3-methylbutyl)-6-(3-fluoropyridin-4-yl)-4-(isopropylamino)pyrrolo[1,2-b]pyridazine-3-carboxamide F[C@H](CNC(=O)C1=C(C=2N(N=C1)C=C(C2)C2=C(C=NC=C2)F)NC(C)C)C(C)(C)O